naphthoindene C1=CCC=2C3=C(C=CC12)C1=CC=CC=C1C=C3